C(C)C1=C2C=CC(=CC2=CC=C1F)C1=C2C(C(C(C2=CC=C1)=O)=O)C(C(C)(C)C)=O 5-ethyl-6-fluoronaphthalen-2-yl-pivaloyl-indenedione